1-(5-(tert-butyl)isoxazol-3-yl)-3-(4-(4-(4-(2-morpholinoethoxy)phenyl)-1H-1,2,3-triazol-1-yl)phenyl)urea C(C)(C)(C)C1=CC(=NO1)NC(=O)NC1=CC=C(C=C1)N1N=NC(=C1)C1=CC=C(C=C1)OCCN1CCOCC1